2-(3,5-dichlorophenyl)-6-benzoxazolecarboxylic acid ClC=1C=C(C=C(C1)Cl)C=1OC2=C(N1)C=CC(=C2)C(=O)O